5-(4-(((3S,4R)-3-hydroxy-4-((5-(trifluoromethyl)pyridin-2-yl)amino)piperidin-1-yl)sulfonyl)phenyl)-4,6-dimethyl-1H-pyrrolo[2,3-b]pyridine 7-oxide O[C@H]1CN(CC[C@H]1NC1=NC=C(C=C1)C(F)(F)F)S(=O)(=O)C1=CC=C(C=C1)C=1C(=C2C(=[N+](C1C)[O-])NC=C2)C